4-{(1S,3S)-3-[5-(3-cyclopropylphenyl)-1,2,4-oxadiazol-3-yl]-2,2-dimethylcyclopropyl}benzenesulfonamide C1(CC1)C=1C=C(C=CC1)C1=NC(=NO1)[C@@H]1C([C@H]1C1=CC=C(C=C1)S(=O)(=O)N)(C)C